ClC1=C(C=CC=C1C1=CC=C(C(=N1)OC)CNC(C(=O)O)(CO)C)C1=C(C(=CC=C1)NC(=O)C=1C(N(C(N(C1)C)=O)C)=O)Cl 2-(((6-(2,2'-dichloro-3'-(1,3-dimethyl-2,4-dioxo-1,2,3,4-tetrahydropyrimidine-5-carboxamido)-[1,1'-biphenyl]-3-yl)-2-methoxypyridin-3-yl)methyl)amino)-3-hydroxy-2-methylpropanoic acid